C(C1=CC=CC=C1)N1CCOCC1 4-benzylmorpholin